OC1CN(C1)CCN1C(C(=CC(=C1)C(F)(F)F)C1=CC(=CC=C1)C1(COC1)CC1=NN=CN1C)=O 1-(2-(3-Hydroxyazetidin-1-yl)ethyl)-3-(3-(3-((4-methyl-4H-1,2,4-triazol-3-yl)methyl)oxetan-3-yl)phenyl)-5-(trifluoromethyl)pyridin-2(1H)-one